tert-butyl Rac-(3aS,6aS)-hexahydropyrrolo[3,4-c]pyrrole-2(1H)-carboxylate C1N(C[C@H]2[C@H]1CNC2)C(=O)OC(C)(C)C |r|